Cl.CC1=C(C=CC=C1C)C(C)C=1N=CNC1 (+)-4-(S)-1-(2,3-dimethylphenyl)ethyl-1H-imidazole hydrochloride